CS(=O)(=O)C1=C(C=CC=C1)C1=NN2C(=NC=3C=CC=CC3C2=N1)NC=1C(N=CC=CC1)=O (3R)-3-({2-[2-(methylsulfonyl)phenyl][1,2,4]triazolo[1,5-c]quinazolin-5-yl}amino)azepin-2-one